Butyl Methacrylate Isooctyl-Acrylate C(CCCCC(C)C)OC(C=C)=O.C(C(=C)C)(=O)OCCCC